(E)-diazene-1,2-diylbis(piperidin-1-yl-methanone) N(=N\C(=O)N1CCCCC1)/C(=O)N1CCCCC1